1,1'-(((((3,3'-dichloro-[4,4'-bipyridine]-2,2'-diyl)bis(2-fluoro-6-methoxy-4,1-phenylene))bis(methylene))bis(azanediyl))bis(piperidine-4,1-diyl))bis(ethan-1-one) ClC=1C(=NC=CC1C1=C(C(=NC=C1)C1=CC(=C(C(=C1)OC)CNC1CCN(CC1)C(C)=O)F)Cl)C1=CC(=C(C(=C1)OC)CNC1CCN(CC1)C(C)=O)F